N-(4-phenoxycarbonyl-aminophenyl)-3-morpholone O(C1=CC=CC=C1)C(=O)C1=CC(=C(C=C1)N1C(COCC1)=O)N